C(C)(=O)C1=C(C=C(COC2=CC=CC(=N2)C2CCN(CC2)CC2=NC3=C(N2CC2OCC2)C=C(C=C3)C(=O)OC)C=C1)OC methyl 2-((4-(6-((4-acetyl-3-methoxybenzyl) oxy) pyridin-2-yl) piperidin-1-yl) methyl)-1-(oxetan-2-ylmethyl)-1H-benzo[d]imidazole-6-carboxylate